6-azido-4-methyl-2-(tetrahydrofuran-3-ylmethyl)-7,8-dihydro-6H-pyrazolo[1,5-a][1,3]diazepin-5-one N(=[N+]=[N-])C1C(N(C=2N(CC1)N=C(C2)CC2COCC2)C)=O